N(=[N+]=[N-])CCOCCOCCOCCOCCOCCOCCOCCONCCC(COCC(=O)O)=O 32-azido-5-oxo-3,9,12,15,18,21,24,27,30-nonaoxa-8-azadotriacontanoic acid